7'-[2,6-difluoro-4-[2-(3-pyridyl)ethynyl]phenyl]-3'-methyl-spiro[cyclopropane-1,5'-imidazo[1,2-a]imidazole]-6'-one FC1=C(C(=CC(=C1)C#CC=1C=NC=CC1)F)N1C(C2(N3C1=NC=C3C)CC2)=O